(S)-di-tert-butyl (1-(6-chloro-3,5-dicyano-4-ethylpyridin-2-yl) pyrrolidin-3-yl) phosphate P(=O)(OC(C)(C)C)(OC(C)(C)C)O[C@@H]1CN(CC1)C1=NC(=C(C(=C1C#N)CC)C#N)Cl